ClC=1C=C2C=C(NC2=CC1)CNC(N([C@H]1CN(CCC1)C(=O)C1=NOC(=C1)C)C)=O (R)-3-((5-chloro-1H-indol-2-yl)methyl)-1-methyl-1-(1-(5-methylisoxazole-3-carbonyl)piperidin-3-yl)urea